C(=O)C1=NC=C2NC=NC2=N1 formylpurine